C[C@@H](C1=CC=CC=C1)N(C)C (S)-N,N-dimethyl-1-phenethylamine